C(C)NC=1C(=C(C=C(C1)C1(CC(C1)C)C1=NN=CN1C)N1C(C2=CC(=CC(=C2C1)C(F)(F)F)CNC1(CCC1)C)=O)F 2-(3-(ethylamino)-2-fluoro-5-(3-methyl-1-(4-methyl-4H-1,2,4-triazol-3-yl)cyclobutyl)phenyl)-6-(((1-methylcyclobutyl)-amino)methyl)-4-(trifluoromethyl)isoindolin-1-one